N[C@@H]1C[C@H](N(C1)C(=O)C=1N=C2N(C=C(C=C2)Cl)C1)C=1SC=C(N1)C(=O)NCCCCCNC(=N)N 2-((2S,4R)-4-Amino-1-(6-chloroimidazo[1,2-a]pyridin-2-carbonyl)pyrrolidin-2-yl)-N-(5-guanidinopentyl)thiazol-4-carboxamid